[N+](=O)([O-])C1=C(C(=O)O)C=CC(=C1)C(F)(F)F 2-nitro-4-(trifluoromethyl)benzoic acid